BrC(C)C1=CC=C(C=C1)S(=O)(=N)C 1-(1-bromoethyl)-4-(S-methylsulfonimidoyl)benzene